di-histamine dihydrochloride Cl.Cl.NCCC1=CNC=N1.NCCC1=CNC=N1